NC1=C(C2=C(C=CC=C2C=C1S(=O)(=O)O)OCCCCS(=O)(=O)O)O 2-amino-1-hydroxy-8-(4-sulfobutoxy)-naphthalene-3-sulfonic acid